6-cyclopropaneamido-4-{[3-(5-cyclopropylpyrazin-2-yl)-5-fluoro-2-methoxyphenyl]amino}-N-(2H3)methylpyridazine-3-carboxamide C1(CC1)C(=O)NC1=CC(=C(N=N1)C(=O)NC([2H])([2H])[2H])NC1=C(C(=CC(=C1)F)C1=NC=C(N=C1)C1CC1)OC